C(CCCCCCCCCCCCCCCCCCCCC)[NH-] n-docosyl-amide